FC(OC1=C(C=CC=C1)C(NC(=O)C=1C(NC(=CC1)C(F)(F)F)=O)C1=C(C=CC=C1)OC(F)(F)F)(F)F N-(bis(2-(trifluoromethoxy)phenyl)methyl)-2-oxo-6-(trifluoromethyl)-1,2-dihydropyridine-3-carboxamide